((1-((2-chlorophenyl)sulfonyl)-3-(hydroxymethyl)azetidin-3-yl)methoxy)-2-fluorobenzonitrile ClC1=C(C=CC=C1)S(=O)(=O)N1CC(C1)(CO)COC=1C(=C(C#N)C=CC1)F